C(CCC)C1=NC2(C(N1)=O)CCCC2 2-butyl-1,3-diazaspiro-[4.4]non-1-ene-4-one